NC=1C(=C(C(=O)O)C=C(C1)N)CCOC1=CC=C(C=C1)\C=C\C(C1=CC=C(C=C1)C1=CC=C(C=C1)CCCCC)=O 3,5-Diamino-2-[2-[4-[(E)-3-oxo-3-[4-(4-pentylphenyl)phenyl]prop-1-enyl]phenoxy]ethyl]benzoic acid